(2E,4E)-4-(2-(benzylamino)-2-oxoethyl)decane-2,4-dienoic acid butyl ester C(CCC)OC(\C=C\C(=C\CCCCC)\CC(=O)NCC1=CC=CC=C1)=O